COC(C=C)=O Methylacrylat